N,N-dimethylanilinium tetrakis(m-tolyl)borate C1(=CC(=CC=C1)[B-](C=1C=C(C=CC1)C)(C=1C=C(C=CC1)C)C=1C=C(C=CC1)C)C.C[NH+](C1=CC=CC=C1)C